BrC1=CC(=C(C(=C1)NC[C@H]1OCC1)NC(CCl)=O)F (S)-N-(4-bromo-2-fluoro-6-((oxetan-2-ylmethyl)amino)phenyl)-2-chloroacetamide